2-(benzyloxy)-3-phenylpropanoate C(C1=CC=CC=C1)OC(C(=O)[O-])CC1=CC=CC=C1